ethyl 3-[4-(benzyloxy)-3-methoxyphenyl]-3-oxopropanoate C(C1=CC=CC=C1)OC1=C(C=C(C=C1)C(CC(=O)OCC)=O)OC